N2-tert-butyl-N4-Cyclopropyl-6-methylthio-1,3,5-triazine-2,4-diamine C(C)(C)(C)NC1=NC(=NC(=N1)NC1CC1)SC